5-[2-(5-Chloropyrimidin-2-yl)oxy-4,6-dimethyl-3-pyridyl]-3-(difluoromethyl)isoxazol ClC=1C=NC(=NC1)OC1=NC(=CC(=C1C1=CC(=NO1)C(F)F)C)C